(3S,4R)-3-methyl-4-[4-(trifluoromethoxy)anilino]piperidine-1-carboxylic acid tert-butyl ester C(C)(C)(C)OC(=O)N1C[C@@H]([C@@H](CC1)NC1=CC=C(C=C1)OC(F)(F)F)C